methyl-4-prop-2-enoyl-piperazine CN1CCN(CC1)C(C=C)=O